(1S,2S)-N-(6-(((6-ethyl-8-(3-methyl-2,4-dioxoimidazolidin-1-yl)imidazo[1,2-a]pyridin-2-yl)methyl)amino)pyrimidin-4-yl)-2-(4-methylpyrimidin-2-yl)cyclopropane-1-carboxamide C(C)C=1C=C(C=2N(C1)C=C(N2)CNC2=CC(=NC=N2)NC(=O)[C@@H]2[C@H](C2)C2=NC=CC(=N2)C)N2C(N(C(C2)=O)C)=O